2-(((1s,4s)-4-hydroxycyclohexyl)amino)quinazolin OC1CCC(CC1)NC1=NC2=CC=CC=C2C=N1